NCCN1CCN(CC1)C(C(=O)NC=1C=CC=C2C(=CNC12)C=1C=NNC1)C1=CC=CC=C1 2-[4-(2-aminoethyl)piperazin-1-yl]-2-phenyl-N-[3-(1H-pyrazol-4-yl)-1H-indol-7-yl]acetamide